OC=1C(=CC=2C(C3=CC=CC=C3C(C2C1O)=O)=O)NS(=O)(=O)C1=CC=C(C=C1)C1=CC=C(C=C1)F N-(3,4-dihydroxy-9,10-dioxo-9,10-dihydroanthracen-2-yl)-4'-fluoro-[1,1'-biphenyl]-4-sulfonamide